NC1CCC(CC1)NC(=O)C1=NC=NC=C1 N-(4-aminocyclohexyl)pyrimidine-4-carboxamide